C12CNCC(CC1)N2CC(=O)OCC ethyl 2-(3,8-diazabicyclo[3.2.1]octan-8-yl)acetate